C(C)OC(CCC(=O)C1=NC2=CC(=CC=C2C(=C1O)C#N)C1=CC(=C(C=C1)F)C)=O 4-[4-cyano-7-(4-fluoro-3-methyl-phenyl)-3-hydroxy-quinolin-2-yl]-4-oxo-butyric acid ethyl ester